(E)-N'-(7-(diethylamino)-2-oxo-2H-benzopyran-4-ylmethylene)imidazo[2,1-b]Thiazole-6-hydrazide C(C)N(C1=CC2=C(C(=CC(O2)=O)\C=N\NC(=O)C=2N=C3SC=CN3C2)C=C1)CC